ethyl 2-(3-amino-5-methyl-pyrazol-1-yl)acetate NC1=NN(C(=C1)C)CC(=O)OCC